NC1=NC=CC(=C1)C[C@@H]1[C@H](N(C1=O)C(=O)N[C@H](CC)C1=CC=CC=C1)C(=O)N(C)C1=NN=CN1C (2S,3R)-3-((2-aminopyridin-4-yl)methyl)-N2-(4-methyl-4H-1,2,4-triazol-3-yl)-N1-((R)-1-phenylpropyl)-N2-methyl-4-oxoazetidine-1,2-dicarboxamide